N1=C(C=CC=C1)O[C@@H]1CN(C[C@H]1OCC1=CC=C(C=C1)C(F)(F)F)C(C=C)=O 1-(trans-3-(pyridin-2-yloxy)-4-(4-(trifluoromethyl)benzyloxy)pyrrolidin-1-yl)prop-2-en-1-one